NC(C)C1N(CCC1O[Si](C1=CC=CC=C1)(C1=CC=CC=C1)C(C)(C)C)C(=O)[O-] 2-(1-aminoethyl)-3-((tert-butyldiphenylsilyl)oxy)pyrrolidine-1-carboxylate